6-(((((1S,3R)-2,2-difluoro-3-methylcyclopropyl)methyl)amino)methyl)-2-(3-((1r,3S)-3-methoxy-1-(4-methyl-4H-1,2,4-triazol-3-yl)cyclobutyl)phenyl)-4-(trifluoromethyl)isoindolin-1-one FC1([C@@H]([C@H]1C)CNCC1=CC(=C2CN(C(C2=C1)=O)C1=CC(=CC=C1)C1(CC(C1)OC)C1=NN=CN1C)C(F)(F)F)F